[Ni].[Mo].[Cr] chromium molybdenum-nickel